C(C)(=O)O[C@@H]1[C@H](O[C@@H]([C@H]([C@H]1OC(C)=O)OC(C)=O)OC1=CC=C(C=C1)N=[N+]=[N-])CCP(O)(O)=O (2-((2r,3r,4s,5s,6r)-3,4,5-triacetoxy-6-(4-azidophenoxy)tetrahydro-2H-pyran-2-yl)ethyl)phosphonic acid